1-[7-[5-[(1R)-1-(3,5-dichloro-4-pyridyl)ethoxy]-1H-indazol-3-yl]-2,3-dihydropyrido[2,3-b][1,4]oxazin-1-yl]-3-(dimethyl-amino)propan-1-one ClC=1C=NC=C(C1[C@@H](C)OC=1C=C2C(=NNC2=CC1)C1=CC2=C(OCCN2C(CCN(C)C)=O)N=C1)Cl